1-({3,4-difluoro-2-[(2-fluoro-4-iodophenyl)amino]phenyl}carbonyl)-3-{[(4-hydroxyphenyl)amino]methyl}azetidin-3-ol FC=1C(=C(C=CC1F)C(=O)N1CC(C1)(O)CNC1=CC=C(C=C1)O)NC1=C(C=C(C=C1)I)F